3,8-diazabicyclo[3.2.1]octane-3-carboxamide C12CN(CC(CC1)N2)C(=O)N